C1(C=2N(CCN1)C=CC2)=O dihydropyrrolo[1,2-a]pyrazin-1(2H)-one